4-(Boc-amino)piperidine methyl-N-(2-morpholinoethyl)-5-nitroindoline-6-carboxylate COC(=O)C1=C(C=C2CCN(C2=C1)CCN1CCOCC1)[N+](=O)[O-].C(=O)(OC(C)(C)C)NC1CCNCC1